N[C@H]1[C@@H](CCNCC1)C1=C(C2=NC(=CC(=C2S1)NCC=1SC=CC1)Cl)Br 2-(trans-5-Aminoazepan-4-yl)-3-bromo-5-chloro-N-(thiophen-2-ylmethyl)thieno[3,2-b]pyridin-7-amine